[(Z)-N'-[[4-[1,4-dimethyl-5-[[4-(trifluoromethyl)benzoyl]amino]pyrazol-3-yl]phenyl]carbamoyl]-N-(2-isopropyl-5-methyl-phenyl)carbamimidoyl]sulfanylmethylacetate CN1N=C(C(=C1NC(C1=CC=C(C=C1)C(F)(F)F)=O)C)C1=CC=C(C=C1)NC(=O)\N=C(\NC1=C(C=CC(=C1)C)C(C)C)/SCOC(C)=O